C1(=CC=CC=C1)OP(=O)(Cl)Cl.FC(C(=O)N1CC(C1)N1N=C(C=2C1=NC=CC2)C#CC2=CC=CC=C2)=C 2-fluoro-1-(3-(3-(phenylethynyl)-1H-pyrazolo[3,4-b]pyridin-1-yl)azetidin-1-yl)prop-2-en-1-one phenyl-phosphorodichloridate